ClC1=C(C=C2C(C(NC2=C1)=O)=C(C1=CC(=NO1)OC)O)C1=CC=C(C=C1)N1CC2(C1)COC2 6-chloro-3-[hydroxy-(3-methoxyisoxazol-5-yl)methylene]-5-[4-(6-oxa-2-azaspiro[3.3]heptan-2-yl)phenyl]indolin-2-one